COCCOCCOCCOCCOCCOCCOCCOCCOCCOCCOCCOCCO Dodecaethylene Glycol Monomethyl Ether